N-((4-(3-(methylamino)azetidin-1-yl)-1-(4-(trifluoromethoxy)phenyl)-1H-pyrazolo[3,4-b]pyridin-3-yl)methyl)acrylamide CNC1CN(C1)C1=C2C(=NC=C1)N(N=C2CNC(C=C)=O)C2=CC=C(C=C2)OC(F)(F)F